2-chloro-7,8-dihydro-5H-1,6-naphthyridine-6-carboxylic acid tert-butyl ester C(C)(C)(C)OC(=O)N1CC=2C=CC(=NC2CC1)Cl